FC1=CC(=C(C=C1)C=1C(=C(C=NC1C)C(=O)N)O)C 5-(4-fluoro-2-methylphenyl)-4-hydroxy-6-methylpyridine-3-carboxamide